ClC=1C=C(C=CC1)C=1C2=CC=CC=C2C=2C=CC=CC2C1 9-(3-chlorophenyl)phenanthrene